COC(=O)C=1C=CC=C2C(=CN=NC12)C1CCN(CC1)C(=O)OC(C)(C)C.C(=CC)CCOC1CCCC1 2-propenyl-1-cyclopentyloxyethane methyl-4-[1-(tert-butoxycarbonyl)piperidin-4-yl]cinnoline-8-carboxylate